Br[SiH](N([SiH](Br)Br)C)Br 1,1,3,3-tetrabromo-2-methyldisilazane